C(C=C)(=O)NC=1C=C(C=CC1)C=1C=C(C=C2C=NC=NC12)C1=C(C=C(C(=O)NC2=NC=CC=C2)C=C1)F 4-(8-(3-acrylamidophenyl)quinazolin-6-yl)-3-fluoro-N-(pyridin-2-yl)benzamide